5-(4,4,5,5-tetramethyl-1,3,2-dioxaborolan-2-yl)-2-[(1R)-2,2,2-trifluoro-1-methyl-ethoxy]pyridine CC1(OB(OC1(C)C)C=1C=CC(=NC1)O[C@@H](C(F)(F)F)C)C